4-chloropyrimidine hydrogen chloride Cl.ClC1=NC=NC=C1